C1(CC1)C1=C(C=CC(=C1)[N+](=O)[O-])OCC1=CC(=CC=C1)F 2-cyclopropyl-1-((3-fluorobenzyl)oxy)-4-nitrobenzene